C1(=CC=CC=C1)C1=CC(=NO1)C1=C(C=CC=C1Cl)Cl 5-phenyl-3-(2,6-dichlorophenyl)isoxazol